ClC=1C=C2C=NN(C2=CC1N1C[C@H]2N(CC1)C(OC2)=O)C=2C=NN(C2)C2CC2 (8aR)-7-[5-chloro-1-(1-cyclopropyl-1H-pyrazol-4-yl)-1H-indazol-6-yl]hexahydro-3H-[1,3]oxazolo[3,4-a]pyrazin-3-one